(4-anilino)(pyrrolidin-1-yl)methanone N(C1=CC=CC=C1)C1CCN(C1)C=O